racemic-2'-chloro-5'-methoxy-6-methyl-N-(6-(1-(2,2,2-trifluoroethyl)pyrrolidin-3-yl)thiazolo[4,5-b]pyrazin-2-yl)-[4,4'-bipyridine]-3-carboxamide ClC1=NC=C(C(=C1)C1=C(C=NC(=C1)C)C(=O)NC=1SC=2C(=NC=C(N2)[C@H]2CN(CC2)CC(F)(F)F)N1)OC |r|